F[P-](F)(F)(F)(F)F.[Ir+3].FC=1C(=C(C=C(C1)F)C=1C(=C(C(=NC1)C1=NC=CC(=C1)C(C)(C)C)C1=C(C(=CC(=C1)F)F)C1=NC=C(C=C1)C(F)(F)F)C(C)(C)C)C1=NC=C(C=C1)C(F)(F)F.F[P-](F)(F)(F)(F)F.F[P-](F)(F)(F)(F)F bis[3,5-difluoro-2-[5-(trifluoromethyl)-2-pyridyl]phenyl]4-tertbutyl-2-(4-tert-butyl-2-pyridyl)pyridine iridium hexafluorophosphate